ClC=1C=C(C=C(C1)Cl)[C@H](CC(=O)O)NC(=O)C=1N=CN(C1)CCC1=NC=2NCCCC2C=C1 (S)-3-(3,5-dichlorophenyl)-3-(1-(2-(5,6,7,8-tetrahydro-1,8-naphthyridin-2-yl)ethyl)-1H-imidazole-4-carboxamido)propionic acid